(S)-N-(1-(6-((cyclopropylmethyl)amino)pyridin-2-yl)cyclopropyl)-3-(2,4-difluorophenyl)-3-hydroxybutanamide C1(CC1)CNC1=CC=CC(=N1)C1(CC1)NC(C[C@](C)(O)C1=C(C=C(C=C1)F)F)=O